C1(CCCCC1)NC1=NC=C(C=C1C1=NC(=NO1)C)[N+](=O)[O-] N-cyclohexyl-3-(3-methyl-1,2,4-oxadiazol-5-yl)-5-nitropyridin-2-amine